[Si](C)(C)(C(C)(C)C)OCC1CCC(CC1)=O 4-[[tert-butyl(dimethyl)silyl]oxymethyl]cyclohexanone